1-(1-(2-chloro-5-((1-cyclopropyl-1H-pyrazol-4-yl)ethynyl)pyridin-4-yl)-4-methylpiperidin-4-yl)-N,N-dimethylmethylamine ClC1=NC=C(C(=C1)N1CCC(CC1)(C)CN(C)C)C#CC=1C=NN(C1)C1CC1